ethyl 2-(3-((1,2-dimethyl-6-(((S)-1-(4-(trifluoromethyl)phenyl)ethyl)carbamoyl)-1H-indol-3-yl)methyl) phenoxy)propanoate CN1C(=C(C2=CC=C(C=C12)C(N[C@@H](C)C1=CC=C(C=C1)C(F)(F)F)=O)CC=1C=C(OC(C(=O)OCC)C)C=CC1)C